BrC1=CC=C2C(NC=NC2=C1)=O 7-bromoquinazoline-4(3H)-one